NC=1NC=CN1 monoaminoimidazole